1-[(2R,3S,4R,5R)-4-[(tert-butyldimethylsilyl)oxy]-5-(hydroxymethyl)-3-methoxyoxolan-2-yl]-3H-pyrimidine-2,4-dione [Si](C)(C)(C(C)(C)C)O[C@H]1[C@@H]([C@@H](O[C@@H]1CO)N1C(NC(C=C1)=O)=O)OC